N-[Trans-(7RS,9RS)-3-cyclopropyl-5-(2-methylpropylsulfamoyl)-9-[3-(2-oxopyridin-1-yl)propanoylamino]-8,9-dihydro-7H-cyclopenta[h]isochinolin-7-yl]pyridin-3-carboxamid C1(CC1)C=1N=CC2=C3C(=CC(=C2C1)S(NCC(C)C)(=O)=O)[C@@H](C[C@H]3NC(CCN3C(C=CC=C3)=O)=O)NC(=O)C=3C=NC=CC3 |r|